C(C)NC(=O)C1C(CCC(C1)C)C(=C)C N-Ethyl-5-methyl-2-(1-methylethenyl)cyclohexanecarboxamide